C=1CC=2C(C=CC=3C2C1C=CC=CC3)=O cycloocta[1,2,3-cd]inden-3-one